1-(2-(4-(4-(1-Hydroxyethyl)phenyl)-1H-imidazol-2-yl)piperidin-1-yl)-2-(methylsulfanyl)propan-1-one OC(C)C1=CC=C(C=C1)C=1N=C(NC1)C1N(CCCC1)C(C(C)SC)=O